C(C)OC1=C(C=CC(=C1)CC)OC(C1=CC=C(C=C1)OCC)=O 4-ethoxybenzoic acid 2-ethoxy-4-ethylphenyl ester